Trans-4-amino-N-[(3S)-6-(2-cyanocyclopropyl)-5-fluoro-2,3-dihydrobenzofuran-3-yl]-7-fluoro-N-methyl-imidazo[1,5-a]quinoxaline-8-carboxamide NC=1C=2N(C3=CC(=C(C=C3N1)F)C(=O)N(C)[C@@H]1COC3=C1C=C(C(=C3)[C@H]3[C@@H](C3)C#N)F)C=NC2